5,5-dimethyl-1-(2-morpholinoethyl)-3-((3-(4-(3,3,3-trifluoro-2-methyl-2-(trifluoromethyl)propoxy)-3-(trifluoromethyl)phenyl)-1,2,4-oxadiazol-5-yl)methyl)imidazolidine-2,4-dione CC1(C(N(C(N1CCN1CCOCC1)=O)CC1=NC(=NO1)C1=CC(=C(C=C1)OCC(C(F)(F)F)(C(F)(F)F)C)C(F)(F)F)=O)C